(E)-2-(1-(3-oxopent-1-en-1-yl)cyclopropyl)isoindoline-1,3-dione O=C(/C=C/C1(CC1)N1C(C2=CC=CC=C2C1=O)=O)CC